sulfo-sodium carbamate C(N)(O)=O.S(=O)(=O)(O)[Na]